COC=1C=C2CC(CN(C2=CC1)C1=CC=C(C=C1)C(F)(F)F)CNC(OC(C)(C)C)=O tert-butyl ((6-methoxy-1-(4-(trifluoromethyl)phenyl)-1,2,3,4-tetrahydroquinolin-3-yl)methyl)carbamate